(S)-(+)-tetrahydrofurylamine O1[C@@H](CCC1)N